CNC(=C[N+](=O)[O-])SC 1-methylamino-1-methylthio-2-nitroethene